COC=1C=C(C=CC(=O)Cl)C=C(C1OC)OC 3,4,5-trimethoxycinnamoyl chloride